C(C)(C)(C)OC(=O)N1C(CC(CCC1)C)=O 4-methyl-2-oxo-azepane-1-carboxylic acid tert-butyl ester